NC1=C(C=C(C=N1)NC(C(=O)N1[C@H](CC[C@@H](C1)C)C1=CC2=CN(N=C2C=C1)C1CCN(CC1)C)=O)CC N-(6-amino-5-ethyl-3-pyridyl)-2-[(2R,5S)-5-methyl-2-[2-(1-methyl-4-piperidyl)indazol-5-yl]-1-piperidyl]-2-oxo-acetamide